C1(CCCC1)C1=CC=C(C=C1)\C=C/1\C(=C(C2=CC(=CC=C12)F)CC(=O)O)C 2-[(1Z)-1-[(4-cyclopentylphenyl)methylidene]-5-fluoro-2-methyl-1H-inden-3-yl]acetic acid